(R)-1-(4-((5-(1-(2,2-difluoroethyl)-4-fluoro-1H-benzo[d]imidazol-6-yl)-6-fluoro-4-(methoxy-d3)pyrrolo[2,1-f][1,2,4]triazin-2-yl)amino)-3,3-difluoropiperidin-1-yl)ethan-1-one-2,2,2-d3 FC(CN1C=NC2=C1C=C(C=C2F)C=2C(=CN1N=C(N=C(C12)OC([2H])([2H])[2H])N[C@H]1C(CN(CC1)C(C([2H])([2H])[2H])=O)(F)F)F)F